tert-butyl (4R)-4-(3-bromophenyl)-1,2,3-oxathiazolidine-3-carboxylate 2-oxide BrC=1C=C(C=CC1)[C@H]1N(S(OC1)=O)C(=O)OC(C)(C)C